(R)-2-methoxy-2-phenylacetyl chloride CO[C@@H](C(=O)Cl)C1=CC=CC=C1